S(=O)(=O)(O)S(=O)O.P(O)(O)(O)=O phosphoric acid, metabisulphite salt